C(C)(C)(C)OC(=O)N[C@H]([C@@H]1CO1)CC1=CC=CC=C1 (2R,3S)-3-[(tert-butoxycarbonyl)amino]-1,2-epoxy-4-phenylbutane